6-(4-fluorophenyl)-N-(3-methyltetrahydrofuran-3-yl)-3-nitro-pyridin-2-amine FC1=CC=C(C=C1)C1=CC=C(C(=N1)NC1(COCC1)C)[N+](=O)[O-]